CC=1OC(=C(N1)C)CCOC1=CC=C(N)C=C1 4-(2-(2,4-dimethyloxazol-5-yl)ethoxy)aniline